(4S,5R)-5-(3-fluoro-5-methylphenyl)-3-(3-isoquinolin-4-ylpropanoyl)-4-methyl-1,3-oxazolidin-2-one FC=1C=C(C=C(C1)C)[C@@H]1[C@@H](N(C(O1)=O)C(CCC1=CN=CC2=CC=CC=C12)=O)C